N-(5-fluoropyridin-2-yl)-2-{2-[(±)-1-methylpyrrolidin-3-yl]-5,8-dioxo-6-(propan-2-yl)-5,6,7,8-tetrahydro-4H-pyrazolo[1,5-a]pyrrolo[3,4-d]pyrimidin-4-yl}acetamide FC=1C=CC(=NC1)NC(CN1C=2N(C(C3=C1C(N(C3)C(C)C)=O)=O)N=C(C2)[C@H]2CN(CC2)C)=O |r|